C1(=CC=CC=C1)N(C1=CC=C(C=C1)C1=CC=C(C=2C1=NSN2)C=C(C#N)C#N)C2=CC=CC=C2 2-[7-(4-diphenylaminophenyl)-2,1,3-benzothiadiazol-4-yl]Methylenemalononitrile